N=1ON=C2C1C=CC(=C2)O Benzo[c][1,2,5]oxadiazol-5-ol